N1-[2-(Dimethylamino)ethyl]-N1-methylbenzene-1,3-diamine CN(CCN(C1=CC(=CC=C1)N)C)C